tert-butyl 4-(1-(2,6-bis(benzyloxy)pyridin-3-yl)-1H-benzo[d]imidazol-5-yl)-3,6-dihydropyridine-1(2H)-carboxylate C(C1=CC=CC=C1)OC1=NC(=CC=C1N1C=NC2=C1C=CC(=C2)C=2CCN(CC2)C(=O)OC(C)(C)C)OCC2=CC=CC=C2